6-chloro-8-(4-chlorophenyl)-2-(cyclopropylamino)pteridin-7(8H)-one ClC1=NC=2C=NC(=NC2N(C1=O)C1=CC=C(C=C1)Cl)NC1CC1